[Mg].[Fe].[Na].[Cu] copper sodium iron magnesium